ClC(=O)C1CCC(CC1)C(=O)OC methyl 4-chlorocarbonylcyclohexanecarboxylate